2,6-diisopropoxy-4-(2-methylphenyl)bromobenzene C(C)(C)OC1=C(C(=CC(=C1)C1=C(C=CC=C1)C)OC(C)C)Br